ClC1=C(C=2N=C(N=CC2C(=N1)C#C[Si](C(C)C)(C(C)C)C(C)C)SC)F 7-chloro-8-fluoro-2-(methylthio)-5-((triisopropylsilyl)ethynyl)pyrido[4,3-d]pyrimidine